8-(5-Methoxycarbonyl-6-piperidin-1-ylpyridin-2-yl)-2,4-dihydro-1,3-benzoxazine-3-carboxylic acid tert-butyl ester C(C)(C)(C)OC(=O)N1COC2=C(C1)C=CC=C2C2=NC(=C(C=C2)C(=O)OC)N2CCCCC2